COC1=C(C=CC(=C1)N1CCOCC1)N1CC(C2=C1N=C(N=C2NC)CO)(C)C (7-(2-methoxy-4-morpholinophenyl)-5,5-dimethyl-4-(methylamino)-6,7-dihydro-5H-pyrrolo[2,3-d]pyrimidin-2-yl)methanol